C(C)C(C(=O)OCC)C(=O)OCC diethyl 2-ethylmalonate